N=1N(N=CC1)C1=C(C=C(C=N1)NC(=O)C1=CC(=C(C=C1Cl)C1=C(C=C(C=C1)F)F)F)C(F)(F)F N-(6-(2H-1,2,3-triazol-2-yl)-5-(trifluoromethyl)pyridin-3-yl)-5-chloro-2,2',4'-trifluoro-[1,1'-biphenyl]-4-carboxamide